((4-amino-2,5-dimethylphenyl)imino)(3-methoxyphenyl)(methyl)-λ6-sulfanone NC1=CC(=C(C=C1C)N=S(=O)(C)C1=CC(=CC=C1)OC)C